tert-butyl (R)-3-(((2-((3-(2-cyclopropoxypyridin-3-yl)pyrazolo[1,5-a]pyrimidin-5-yl)amino)ethyl)(methyl)carbamoyl)oxy)-3-methylpyrrolidine-1-carboxylate C1(CC1)OC1=NC=CC=C1C=1C=NN2C1N=C(C=C2)NCCN(C(=O)O[C@]2(CN(CC2)C(=O)OC(C)(C)C)C)C